[Cl-].CO[Si](CCC[N+](C)(C)CCCCCCCCCCCCCC)(OC)OC 3-(trimethoxysilyl)propyl-n-tetradecyldimethyl-ammonium chloride